NC(CC1=CC2=C(C=C1)OCO2)CC 2-amino-(3,4-methylenedioxyphenyl)butane